ClC1=NC=C(C=N1)[C@H]1[C@@H](C1)C1=CC(=C(C(=C1)N1N=CC(=C1)OC)F)F trans-2-Chloro-5-(2-(3,4-difluoro-5-(4-methoxy-1H-pyrazol-1-yl)phenyl)cyclopropyl)pyrimidine